C(CO)(=O)N[C@@H]1[C@H](C[C@@](C(O)=O)(O)O[C@H]1[C@H](O)[C@H](O)CO)O N-glycoloyl-α-neuraminic acid